COC(=O)[C@H]1NC[C@H](C1)CCC.ClC1=CC=C(C[C@@H]2COCC2)C=C1 (S)-3-p-chlorotoluenyl-tetrahydrofuran methyl-(2S,4S)-4-propylpyrrolidine-2-carboxylate